methyl ((S)-1-((S)-2-(5-(7-amino-9,9-dipropyl-9H-fluorene-2-yl)-1H-imidazole-2-yl)pyrrolidine-1-yl)-3-methyl-1-oxobutane-2-yl)carbamate NC1=CC=C2C=3C=CC(=CC3C(C2=C1)(CCC)CCC)C1=CN=C(N1)[C@H]1N(CCC1)C([C@H](C(C)C)NC(OC)=O)=O